((2',6'-dimethoxy-[1,1'-biphenyl]-2-yl)(pyridin-2-yl)methyl)-2,6-diisopropylaniline COC1=C(C(=CC=C1)OC)C1=C(C=CC=C1)C(C1=NC=CC=C1)NC1=C(C=CC=C1C(C)C)C(C)C